6-[(4-METHYLPHENYL)THIO]PYRIDIN-3-YLBORONIC ACID CC1=CC=C(C=C1)SC1=CC=C(C=N1)B(O)O